((S)-((((2R,3R,4R,5R)-5-(4-aminopyrrolo[2,1-f][1,2,4]triazin-7-yl)-3,4-bis((tert-butyldimethylsilyl) oxy)-5-cyanotetrahydrofuran-2-yl) methoxy) (phenoxy) phosphoryl) amino) propionate C(CC)(=O)ON[P@@](=O)(OC1=CC=CC=C1)OC[C@H]1O[C@@]([C@@H]([C@@H]1O[Si](C)(C)C(C)(C)C)O[Si](C)(C)C(C)(C)C)(C#N)C1=CC=C2C(=NC=NN21)N